COC1=CC=C(C=C1)C1(C(C=CC=C1)C)CC#N 2-(p-methoxyphenyl)-2-tolylacetonitrile